OCCOCCOCCOCCOCCOCCOCCOC=1C=C(C=CC1)CC(=O)NC=1SC(=C(N1)C=1C=C2CCN(C2=CC1)C(C1=C(C=CC=C1)C)=O)C 2-(3-((20-hydroxy-3,6,9,12,15,18-hexaoxaicosyl)oxy)phenyl)-N-(5-methyl-4-(1-(2-methylbenzoyl)indolin-5-yl)thiazol-2-yl)acetamide